C(CC(CCCCCCCCCC\C=C/C\C=C/C\C=C/C\C=C/C\C=C/C\C=C/CC)([2H])[2H])OC1OCCCC1 2-(((14Z,17Z,20Z,23Z,26Z,29Z)-dotriaconta-14,17,20,23,26,29-hexaen-1-yl-3,3-d2)oxy)tetrahydro-2H-pyran